FC1=C(C=C(C=C1)C(C(=O)O)(C)C)[C@@H](CN[C@@H]([C@H]1CNC2=C(N1)N=CC=C2)C2=CC=CC=C2)C |o1:13| 2-(4-fluoro-3-((S or R)-1-(((R)-phenyl((R)-1,2,3,4-tetrahydropyrido[2,3-b]pyrazin-3-yl)methyl)amino)propan-2-yl)phenyl)-2-methylpropanoic acid